(4-oxa-7-azaspiro[2.5]octan-7-yl)(4-(trifluoromethyl)piperidine-4-yl)methanone trifluoroacetate FC(C(=O)O)(F)F.C1CC12OCCN(C2)C(=O)C2(CCNCC2)C(F)(F)F